(3aS,3a'S,8aR,8a'R)-2,2'-(1,3-diphenylpropane-2,2-diyl)bis(3a,8a-dihydro-8H-indeno[1,2-d]oxazole) C1(=CC=CC=C1)CC(CC1=CC=CC=C1)(C=1O[C@H]2[C@@H](N1)C=1C=CC=CC1C2)C=2O[C@H]1[C@@H](N2)C=2C=CC=CC2C1